C(C1=CC=CC=C1)(=O)OCC(CNNC(=O)OC(C)(C)C)(C)C [3-(2-Tert-butoxycarbonylhydrazino)-2,2-dimethyl-propyl] benzoate